C1=CC(=C(C=C1C(=O)OC2=CC(=CC(=C2C(=O)O)O)O)O)[O-] The molecule is a hydroxy monocarboxylic acid anion that is the conjugate base of 2-(3,4-dihydroxybenzoyloxy)-4,6-dihydroxybenzoic acid. It is a conjugate base of a 2-(3,4-dihydroxybenzoyloxy)-4,6-dihydroxybenzoic acid.